hept-5-ene-2-carboxylic acid, 2,5-dioxo-1-pyrrolidinyl ester CC(CCC=CC)C(=O)ON1C(CCC1=O)=O